COC1=CC=C(CN(C2CC(C2)(C2=NC(=C(C=C2)CC)OC)CCS(=O)(=O)O)CC2=CC=C(C=C2)OC)C=C1.NC1=C(C(=O)N[C@H]2CO[C@@H](CC2)CO)C=C(C=N1)Br 2-amino-5-bromo-N-((3r,6s)-6-(hydroxymethyl)tetrahydro-2H-pyran-3-yl)nicotinamide (3-(bis(4-methoxybenzyl)amino)-1-(5-ethyl-6-methoxypyridin-2-yl)cyclobutyl)methyl-methanesulfonate